gold (III) chloride trihydrate O.O.O.[Au](Cl)(Cl)Cl